[2H]C1=C(C=C(C(=C1O)O)O)C(=O)N(CCCC[C@@H](C(=O)O)N(C(=O)C2=C(C(=C(C(=C2)O)O)O)[2H])C(=O)C3=C(C(=C(C(=C3)O)O)O)[2H])C(=O)C4=C(C(=C(C(=C4)O)O)O)[2H] Tetragalloyl-D-Lysine